glycyl-ethylenediamine NCC(=O)NCCN